(3-(2-hydroxy-3-(methacryloyloxy)propoxy)-3-oxopropyl)-L-cysteine OC(COC(CCN[C@@H](CS)C(=O)O)=O)COC(C(=C)C)=O